C(C1=CC=CC=C1)N([C@@H]([C@H](O)C)C(=O)O)C(=O)OC(C)(C)C benzyl-(tert-butoxycarbonyl)-L-threonine